ClC1=CC=C(CN2N(C3=C(CN(CC3)CC3=CC(=CC(=C3)F)F)C2=O)CCN2C(C3=CC=CC=C3C2=O)=O)C=C1 2-(2-(2-(4-Chlorobenzyl)-5-(3,5-difluorobenzyl)-3-oxo-2,3,4,5,6,7-hexahydro-1H-pyrazolo[4,3-c]pyridin-1-yl)ethyl)isoindoline-1,3-dione